(R)-3-fluoropyrrolidin-1-yl 4-nitrobenzoate [N+](=O)([O-])C1=CC=C(C(=O)ON2C[C@@H](CC2)F)C=C1